ditrimethylolpropane tetrabehenate C(CCCCCCCCCCCCCCCCCCCCC)(=O)O.C(CCCCCCCCCCCCCCCCCCCCC)(=O)O.C(CCCCCCCCCCCCCCCCCCCCC)(=O)O.C(CCCCCCCCCCCCCCCCCCCCC)(=O)O.C(O)C(CC)(CO)CO.C(O)C(CC)(CO)CO